ClC1=C(C=CC=C1NC(=O)C=1N(C2=C(CN(CC2)C)N1)C)C1=C(C(=CC=C1)C=1OC(=C(N1)C=O)SC)C N-(2-chloro-3'-(4-formyl-5-methylthiooxazol-2-yl)-2'-methyl-[1,1'-biphenyl]-3-yl)-1,5-dimethyl-4,5,6,7-tetrahydro-1H-imidazo[4,5-c]pyridine-2-carboxamide